C(#N)N1[C@@H]([C@@H](CC1)NC(=O)C1=NC=C(C=C1)C1=CC=C(C=C1)F)C N-((2R,3R)-1-cyano-2-methylpyrrolidin-3-yl)-5-(4-fluorophenyl)pyridineamide